NC1=NN2C(C=C(C=C2)C=2C(=C(C(=O)[O-])C(=CC2)CC)F)=N1.[Na+] sodium 3-(2-amino-[1,2,4]triazolo[1,5-a]pyridin-7-yl)-6-ethyl-2-fluorobenzoate